9-(3,5-Dibromo-4-chlorophenyl)-9H-carbazole-1,2,3,4,5,6,7,8-d8 BrC=1C=C(C=C(C1Cl)Br)N1C2=C(C(=C(C(=C2C=2C(=C(C(=C(C12)[2H])[2H])[2H])[2H])[2H])[2H])[2H])[2H]